1-[((5s,7s)-3-{[3-methyl-1-(2-pyrimidinyl)-3-pyrrolidinyl]methyl}-2-oxo-1-oxa-3-azaspiro[4.5]decan-7-yl)methyl]-1H-benzimidazole-6-carbonitrile CC1(CN(CC1)C1=NC=CC=N1)CN1C(O[C@]2(C1)C[C@H](CCC2)CN2C=NC1=C2C=C(C=C1)C#N)=O